methyl 4-(1-isopropyl-4-(trifluoromethyl)-1H-imidazol-2-yl)-3-(2-methoxy ethoxy)benzoate C(C)(C)N1C(=NC(=C1)C(F)(F)F)C1=C(C=C(C(=O)OC)C=C1)OCCOC